BrC=1C=C(C=NC1)CC(=O)O 2-(5-bromopyridin-3-yl)acetic acid